methacryloxypropyl-tris(trimethylsilyl)silane C(C(=C)C)(=O)OCCC[Si]([Si](C)(C)C)([Si](C)(C)C)[Si](C)(C)C